(6-((cyclobutanecarbonyl) oxy) naphthalen-2-yl) methyl oxalate C(C(=O)OC)(=O)OC1=CC2=CC=C(C=C2C=C1)OC(=O)C1CCC1